2-amino-6-(trifluoromethoxy)benzonitrile NC1=C(C#N)C(=CC=C1)OC(F)(F)F